CC=1N=C(SC1)C(CC)=O (4-methylthiazol-2-yl)propan-1-one